Amoxyacetic Acid O(CCCCC)CC(=O)O